Methyl (3R,3aR,8bS)-1-benzimidamido-8b-hydroxy-6,8-dimethoxy-3a-(4-methoxyphenyl)-3-phenyl-3a,8b-dihydro-3H-cyclopenta[b]benzofuran-2-carboxylate C(C1=CC=CC=C1)(NC1=C([C@H]([C@@]2(OC3=C([C@@]21O)C(=CC(=C3)OC)OC)C3=CC=C(C=C3)OC)C3=CC=CC=C3)C(=O)OC)=N